2-[1-(3-methylphenyl)-1H-pyrazol-4-yl]-N-propyl-N-[(3S)-pyrrolidin-3-yl]-1,3-thiazole-4-carboxamide CC=1C=C(C=CC1)N1N=CC(=C1)C=1SC=C(N1)C(=O)N([C@@H]1CNCC1)CCC